tert-Butyl 3-(4-(1,1-difluoro-2-hydroxy-2-methylpropoxy)-7-(thiazol-4-yl)benzo[d]oxazol-2-yl)-3,8-diazabicyclo[3.2.1]octane-8-carboxylate FC(C(C)(C)O)(OC1=CC=C(C2=C1N=C(O2)N2CC1CCC(C2)N1C(=O)OC(C)(C)C)C=1N=CSC1)F